ClC1=C(C=CC(=C1)OCCN1CCNCC1)C1=NC=2C(=NC=CC2OC2(CCC2)C)N1CC1=NC=CC=C1 2-(2-chloro-4-(2-(piperazin-1-yl)ethoxy)phenyl)-7-(1-methylcyclobutoxy)-3-(pyridin-2-ylmethyl)-3H-imidazo[4,5-b]pyridine